N(=C=S)C1CC(C1)OC(C1=CC=CC=C1)=O (1S,3S)-3-isothiocyanatocyclobutylbenzoate